NCC(=O)N[C@@H](CS)C(=O)OC Methyl Glycyl-L-Cysteinate